methyl 4-(6-bromo-2-phenylimidazo[1,2-a]pyridin-8-yl)benzoate BrC=1C=C(C=2N(C1)C=C(N2)C2=CC=CC=C2)C2=CC=C(C(=O)OC)C=C2